COC(=O)C=1C(=CC=CC1)C1=CC(=C(C=C1)C=1NC(C2=C(N1)N(N=N2)CC2=CC=C(C=C2)OC)=O)OCC 3'-ethoxy-4'-(3-(4-methoxybenzyl)-7-oxo-6,7-dihydro-3H-[1,2,3]triazolo[4,5-d]pyrimidin-5-yl)-[1,1'-biphenyl]-2-carboxylic acid methyl ester